1-(isocyanatomethyl)-3-(trifluoromethyl)benzene N(=C=O)CC1=CC(=CC=C1)C(F)(F)F